9-bromo-7-(methoxymethoxy)naphtho[2,1-b]furan BrC=1C=C(C=C2C=CC=3OC=CC3C12)OCOC